C1(CC1)NC(C1=C(C=C(C=C1OC)C1=CN=C2N1C=CC(=C2)OCC=2N=NC=CC2)OC(F)F)=O N-cyclopropyl-2-(difluoromethoxy)-6-methoxy-4-[7-(pyridazin-3-ylmethoxy)imidazo[1,2-a]pyridin-3-yl]benzamide